(R)-2-((1-(2-(4,4-dimethylpiperidin-1-yl)-6-methyl-4-oxo-4H-chromen-8-yl)ethyl)amino)-5-ethynylbenzoic acid CC1(CCN(CC1)C=1OC2=C(C=C(C=C2C(C1)=O)C)[C@@H](C)NC1=C(C(=O)O)C=C(C=C1)C#C)C